C(#N)C=1C=C(C=CC1)C=1N=C(SC1C1=CC(=NC(=C1)C)CO)NC(=O)N1CC2(COC2)C1 N-[4-(3-cyanophenyl)-5-[2-(hydroxymethyl)-6-methyl-4-pyridinyl]thiazol-2-yl]-2-oxa-6-azaspiro[3.3]heptane-6-carboxamide